(3R,4R)-4-(5-fluoro-1-methyl-pyrazol-3-yl)-2-oxo-pyrrolidine-3-carboxylic acid FC1=CC(=NN1C)[C@@H]1[C@H](C(NC1)=O)C(=O)O